methyl (S)-3-((((9H-fluoren-9-yl) methoxy) carbonyl) amino)-4-sulfamoylbutyrate C1=CC=CC=2C3=CC=CC=C3C(C12)COC(=O)N[C@@H](CC(=O)OC)CS(N)(=O)=O